(S)-N-(1-(6,7-difluoro-4-oxo-3,4-dihydrophthalazin-1-yl)ethyl)-N-methyl-1H-indole-2-carboxamide FC=1C=C2C(NN=C(C2=CC1F)[C@H](C)N(C(=O)C=1NC2=CC=CC=C2C1)C)=O